N-(5-nitrothiophen-2-yl)benzamide [N+](=O)([O-])C1=CC=C(S1)NC(C1=CC=CC=C1)=O